C(C)(=O)NC1=CC=C(CC[C@@H]2O[C@@H](C(C([C@@]2(C(=O)OCC2=CC=CC=C2)C)=O)=C)C)C=C1 |r| (±)-benzyl (2S,3R,6R)-2-(4-acetamidophenethyl)-3,6-dimethyl-5-methylene-4-oxotetrahydro-2H-pyran-3-carboxylate